(2S)-2-Amino-N-(4-((R or S)-2-hydroxy-1-((S)-2-oxo-4-(trifluoromethyl)imidazolidin-1-yl)ethyl)pyridin-2-yl)-2-((1r,4S)-4-methylcyclohexyl)acetamide hydrochloride Cl.N[C@H](C(=O)NC1=NC=CC(=C1)[C@H](CO)N1C(N[C@@H](C1)C(F)(F)F)=O)C1CCC(CC1)C |o1:12|